N1CC(CCC1)N1N=C(C=C1)C(=O)NC1=CC(=CC=C1)NS(=O)(=O)CCC 1-(piperidin-3-yl)-N-(3-(propylsulfonamido)phenyl)-1H-pyrazole-3-carboxamide